C(=O)O.C(C)=O ethanone formate